{2-[4-(fluoromethyl)phenyl]-2-oxoethyl}propanedioic acid dimethyl ester COC(C(C(=O)OC)CC(=O)C1=CC=C(C=C1)CF)=O